ClC=1SC=C(N1)N1N=CC(=C1)C(C(=O)O)C 2-[1-(2-chloro-1,3-thiazol-4-yl)-1H-pyrazol-4-yl]propanoic acid